C(CCCCC)CCCCCC n-hexylhexane